C(#N)CC1(CN(C1)C1CCN(CC1)C(=O)NC1=C(C=C(C=C1)F)C(F)(F)F)N1C=C(C=C1)C=1C2=C(N=CN1)NC=C2 4-{3-(cyanomethyl)-3-[3-(7H-pyrrolo[2,3-d]pyrimidin-4-yl)-1H-pyrrol-1-yl]azetidin-1-yl}-N-[4-fluoro-2-(trifluoromethyl)phenyl]piperidine-1-carboxamide